2-((3AS,4S,6R,6aR)-6-(((S)-4-(((benzyloxy)carbonyl)amino)-5-(tert-butoxy)-5-oxopentanoylamino)methyl)-2,2-dimethyltetrahydrofurano[3,4-d][1,3]dioxol-4-yl)acetic acid C(C1=CC=CC=C1)OC(=O)N[C@@H](CCC(=O)NC[C@H]1O[C@H]([C@H]2[C@@H]1OC(O2)(C)C)CC(=O)O)C(=O)OC(C)(C)C